OC(=O)C(F)(F)F.C1=C(C=CC2=CC=C(C=C12)O)O naphthalene-2,7-diol-TFA salt